ClCCN1C(COCC1)C 4-(2-chloroethyl)-3-methylmorpholine